C(C)(C)(C)OC(=O)N1[C@@H]2[C@@H](NC[C@H]1CC2)C(=C)C (1S,2S,5R)-2-(prop-1-en-2-yl)-3,8-diazabicyclo[3.2.1]octane-8-carboxylic acid tert-butyl ester